BrC1=CC2=CN(N=C2C=C1)C1CCC(CC1)O 4-(5-Bromoindazol-2-yl)cyclohexanol